C(C)N1C=CC=2C1=NC=C(C2)C(=O)N[C@@H]2CC=1C=CC(=NC1CC2)N2C[C@@H]([C@@H](C2)COC)NC(OC(C)(C)C)=O tert-Butyl N-[(3R,4R)-1-[(6S)-6-[1-ethyl-1H-pyrrolo[2,3-b]pyridine-5-amido]-5,6,7,8-tetrahydroquinolin-2-yl]-4-(methoxymethyl)pyrrolidin-3-yl]carbamate